CN1CC2C(C1)CNC2 5-methyl-2,3,3a,4,6,6a-hexahydro-1H-pyrrolo[3,4-c]pyrrole